CN1C(C=C(C2=CC=CN=C12)N1C[C@@]2(C[C@@]2(C1)C(F)(F)F)C=1OC(=NN1)C1CCN(CC1)C)=O 1-methyl-4-((1S,5R)-1-(5-(1-methylpiperidin-4-yl)-1,3,4-oxadiazol-2-yl)-5-(trifluoromethyl)-3-azabicyclo[3.1.0]hexan-3-yl)-1,8-naphthyridin-2(1H)-one